FC1(CCN(CC1)C(=O)C1=CC=2C3C(CN(C2C=C1)C1=CC=2N=CN(C(C2N=C1)=O)C)C3)F 7-(6-(4,4-difluoropiperidine-1-carbonyl)-1,1a,2,7b-tetrahydro-3H-cyclopropa[c]quinolin-3-yl)-3-methylpyrido[3,2-d]pyrimidin-4(3H)-one